COC(CS(=O)(=O)C=1C=C(C(=O)O)C=CC1)=O 3-((2-methoxy-2-oxoethyl)sulfonyl)benzoic acid